tert-Butyl 4-(5-((6-chloro-4-(methoxycarbonyl)pyridin-2-yl)oxy)-3-fluoropyridin-2-yl)piperazine-1-carboxylate ClC1=CC(=CC(=N1)OC=1C=C(C(=NC1)N1CCN(CC1)C(=O)OC(C)(C)C)F)C(=O)OC